CC=1N=C2N(N=C(C=C2C)N)C1 2,8-dimethylimidazo[1,2-b]pyridazin-6-amine